The molecule is a glucosamine oligosaccharide consisting of 2-acetamido-alpha-D-glucopyranose and 2-acetamido-beta-D-glucopyranose joined together in sequence by a 1->4 glycosidic bond. It is an amino disaccharide, a member of acetamides and a glucosamine oligosaccharide. CC(=O)N[C@@H]1[C@H]([C@@H]([C@H](O[C@H]1O)CO)O[C@@H]2[C@@H]([C@H]([C@@H]([C@H](O2)CO)O)O)NC(=O)C)O